ClC=1C=C(C=CC1)C=1N=C(SC1)NC1=CC(=CC=C1)C(F)(F)F 4-(3-chlorophenyl)-N-[3-(trifluoromethyl)phenyl]Thiazol-2-amine